FORMYLFORMIC ACID C(=O)C(=O)O